(2,4-cyclopentadien-1-yl)[(1-methylethyl)benzene] iron [Fe].C1(C=CC=C1)C1=C(C=CC=C1)C(C)C